tert-butyl (3S,5S)-3-fluoro-5-[[4-[2-methyl-4-[[2-methyl-4-(2,2,2-trifluoroethylsulfonylamino)-1-naphthyl]oxy]thiazol-5-yl]pyrimidin-2-yl]amino]piperidine-1-carboxylate F[C@@H]1CN(C[C@H](C1)NC1=NC=CC(=N1)C1=C(N=C(S1)C)OC1=C(C=C(C2=CC=CC=C12)NS(=O)(=O)CC(F)(F)F)C)C(=O)OC(C)(C)C